COC(=O)C1=CC(=CC=2NC(=NC21)Br)C2=C(C=C(C=C2)C)Cl 2-bromo-6-(2-chloro-4-methylphenyl)-1H-benzo[d]imidazole-4-carboxylic acid methyl ester